tert-butyl (2S,5S)-9-fluoro-8-methyl-2,3-dihydro-2,5-methanopyrido[3,4-f][1,4]oxazepine-4(5H)-carboxylate FC1=C(N=CC=2[C@H]3N(C[C@@H](OC21)C3)C(=O)OC(C)(C)C)C